N'-[9-[(4R,6R)-7-[tert-butyl(dimethyl)silyl]oxy-4-[[hexadecyl(tetrahydropyran-4-yl)amino]oxymethyl]-2,5-dioxabicyclo[2.2.1]heptan-6-yl]purin-6-yl]-N,N-dimethyl-formamidine [Si](C)(C)(C(C)(C)C)OC1C2OC[C@@]1(O[C@H]2N2C1=NC=NC(=C1N=C2)N=CN(C)C)CON(C2CCOCC2)CCCCCCCCCCCCCCCC